C(C)(C)(C)OC(CCCCCCCCCCCCCCC(=O)O)=O 16-(t-butoxy)-16-oxohexadecanoic acid